C(C1=CC=CC=C1)OC(=O)OC(CCC(=O)[O-])CCCCCCC.[Na+] Sodium 4-(Benzyloxycarbonyloxy)Undecanoate